C(C)(=O)[C@@H]1C([C@H]1C(=O)O)(C)C trans-d-3-acetyl-2,2-dimethylcyclopropanecarboxylic acid